6-[4-[[3-(2,4-dimethyl-1,3-thiazol-5-yl)-6-oxopyridazin-1-yl]methyl]piperidin-1-yl]pyridine-3-carbonitrile CC=1SC(=C(N1)C)C1=NN(C(C=C1)=O)CC1CCN(CC1)C1=CC=C(C=N1)C#N